CC1=CC(=NC(=C1)N1C[C@H](OCC1)C)C(=O)[O-] (R)-4-methyl-6-(2-methylmorpholino)picolinate